3,5-dinitrobenzyl-2-aminocyclopentane-1-carboxylate [N+](=O)([O-])C=1C=C(COC(=O)C2C(CCC2)N)C=C(C1)[N+](=O)[O-]